CC(C)OF perfluoro methyl-ethyl ether